FC=1C=C2C(CC3(NC2=CC1)CCN(CC3)C(=O)NCC3=NOC=C3)=O 6'-fluoro-N-(isoxazol-3-ylmethyl)-4'-oxo-3',4'-dihydro-1'H-spiro[piperidine-4,2'-quinoline]-1-carboxamide